6,7-Dimethoxy-2-(2-(thiophen-2-yl)ethyl)-1,2,3,4-tetrahydroisoquinoline COC=1C=C2CCN(CC2=CC1OC)CCC=1SC=CC1